FC(C=1C=C(C=C(C1)C(F)(F)F)[C@H]([C@H](C)N(C(C)C)CC1=C(C=CC(=C1)Cl)C1=CC(=C(C=C1OC)C)OCCCC(=O)O)O)(F)F 4-((2'-((((1R,2S)-1-(3,5-bis(trifluoromethyl)phenyl)-1-hydroxypropan-2-yl)(isopropyl)amino)methyl)-4'-chloro-6-methoxy-4-methyl-[1,1'-biphenyl]-3-yl)oxy)butanoic acid